FC1=C(C(=O)Cl)C=CC=C1F 2,3-difluorobenzoyl chloride